Cl.FC(S(=O)(=O)N[C@@H]1[C@@H](NCC12CC2)CC=2C(=C(C=C(C2)F)C2=CC(=CC=C2)F)F)F 1,1-difluoro-N-((6S,7S)-6-((2,3',5-trifluoro-[1,1'-biphenyl]-3-yl)methyl)-5-azaspiro[2.4]heptane-7-yl)methanesulfonamide hydrochloride